di-propyl-di-methyl-ammonium chloride [Cl-].C(CC)[N+](C)(C)CCC